COC(C)(C)CC tert.Amyl methyl ether